1-[(2'-Chloro-4-biphenylyl)methyl]-5-methyl-N-{4-[(3-methylbutyl)oxy]phenyl}-1H-1,2,3-triazole-4-carboxamide ClC1=C(C=CC=C1)C1=CC=C(C=C1)CN1N=NC(=C1C)C(=O)NC1=CC=C(C=C1)OCCC(C)C